piperidine-3-carboxylic acid (thiazol-2-ylmethyl)-amide S1C(=NC=C1)CNC(=O)C1CNCCC1